C1(CC2C(CC1)O2)CCC[Si](OC)(C)C (3,4-epoxycyclohexyl)propyldimethylmethoxysilane